C1(CC1)C1=CC(=C(C(=C1)[N+](=O)[O-])N[C@H]1[C@H](CC2CC2C1)NC(=O)C1=CC(NC2=CC=CC=C12)=O)C(NC)=O N-((3S,4R)-4-((4-cyclopropyl-2-(methylcarbamoyl)-6-nitrophenyl)amino)bicyclo[4.1.0]heptan-3-yl)-2-oxo-1,2-dihydroquinoline-4-carboxamide